C(C)(C)(C)[S@@](=O)N[C@@H](CC(=O)OC)C1=NC(=CC(=C1)C1=C(C=CC=C1C)C)Cl methyl (S)-3-(((R)-tert-butylsulfinyl)amino)-3-(6-chloro-4-(2,6-dimethylphenyl)pyridin-2-yl)propanoate